tert-butyl 2-[2-[2-[[(E)-3-(4-chlorophenyl)prop-2-enoyl]amino]acetyl]-3,4-dihydro-1H-isoquinolin-6-yl]acetate ClC1=CC=C(C=C1)/C=C/C(=O)NCC(=O)N1CC2=CC=C(C=C2CC1)CC(=O)OC(C)(C)C